N-(3-(5-fluoro-2-methylphenyl)-1-(2-hydroxy-2-methylpropyl)-1H-pyrazol-4-yl)pyrazolo[1,5-a]pyrimidine-3-carboxamide FC=1C=CC(=C(C1)C1=NN(C=C1NC(=O)C=1C=NN2C1N=CC=C2)CC(C)(C)O)C